C1(=CCCCC1)C1=CC=C(C(=N1)NC=1C=CC(=NC1)N)[N+](=O)[O-] N5-(6-(cyclohex-1-en-1-yl)-3-nitropyridin-2-yl)pyridine-2,5-diamine